3-morpholino-1-oxa-8-azaspiro[4.5]decane O1CCN(CC1)C1COC2(C1)CCNCC2